NC=1C=NC=2CCN(C(C2C1)=O)C(=O)OC(C)(C)C tert-butyl 3-amino-5-oxo-7,8-dihydro-1,6-naphthyridine-6(5H)-carboxylate